4-(4-Ethoxy-2,5-difluorophenyl)-5-[4-[(3S)-1-(3-fluoropropyl)pyrrolidin-3-yl]oxyphenyl]-2,3-dihydro-1-benzothiepin-8-ol C(C)OC1=CC(=C(C=C1F)C=1CCSC2=C(C1C1=CC=C(C=C1)O[C@@H]1CN(CC1)CCCF)C=CC(=C2)O)F